C(C)(=O)N1CC(CC1)(C)N1C=C2C(N=C(N=C2N[C@H](C)C2=C(C(=CC=C2)C(F)F)F)C)=CC1=O 6-(1-acetyl-3-methylpyrrolidin-3-yl)-4-(((R)-1-(3-(difluoromethyl)-2-fluorophenyl)ethyl)amino)-2-methylpyrido[4,3-d]pyrimidin-7(6H)-one